(S)-N-(2,4-dimethyl-5-oxo-5,6,7,8-tetrahydro-4H-pyrazolo[1,5-a][1,3]diazepin-6-yl)-1-((1-methylcyclopropyl)methyl)-1H-1,2,4-triazole-3-carboxamide CC1=NN2C(N(C([C@H](CC2)NC(=O)C2=NN(C=N2)CC2(CC2)C)=O)C)=C1